maleimidopropyl-oxysuccinimide C1(C=CC(N1CCCOC1C(=O)NC(C1)=O)=O)=O